(1-Methylcyclopropyl)methyl ((4-nitrophenoxy)(phenoxy)phosphoryl)-L-alaninate [N+](=O)([O-])C1=CC=C(OP(=O)(OC2=CC=CC=C2)N[C@@H](C)C(=O)OCC2(CC2)C)C=C1